OCCN(C1=CC=C(C=C1)/C=C/C(=O)C1=CC=C(C=C1)NC(C1=C(C(=CC=C1)C)C)=O)C N-[4-[(E)-3-[4-[2-Hydroxyethyl(methyl)amino]phenyl]prop-2-enoyl]phenyl]-2,3-dimethylbenzamide